ClC=1C=C(NC=2C3=C(N=CN2)C=CC(=N3)N3CC2(CCN2C(C=C)=O)C3)C=CC1Cl 1-[6-[4-(3,4-dichloroanilino)pyrido[3,2-d]pyrimidin-6-yl]-1,6-diazaspiro[3.3]heptan-1-yl]prop-2-en-1-one